nitrotriazolide [N+](=O)([O-])C1=[C-]N=NN1